C1(CCCC1)NC=1C=C(C=C(C1)C1(CC(C1)C)C1=NN=CN1C)N1C(C2=CC(=CC(=C2C1)C(F)(F)F)CNC1(CCC1)C)=O 2-(3-(cyclopentylamino)-5-((1s,3s)-3-methyl-1-(4-methyl-4H-1,2,4-triazol-3-yl)cyclobutyl)phenyl)-6-(((1-methylcyclobutyl)amino)methyl)-4-(trifluoromethyl)isoindolin-1-one